CN(C1(CCC(CC1)=O)C1=NC2=C(N1C)C=CC=C2)C 4-(dimethylamino)-4-(1-methyl-1H-benzo[d]imidazol-2-yl)cyclohexanone